C1(CC1)C=1C=C(C=C2C(C(=COC12)C1=NC(=CC(=C1)[C@@H](C1=NN=CN1C)C1CC1)C1CC1)=O)CN1C[C@H](OCC1)C 8-cyclopropyl-3-(6-cyclopropyl-4-((S)-cyclopropyl(4-methyl-4H-1,2,4-triazol-3-yl)methyl)pyridin-2-yl)-6-(((R)-2-methylmorpholinyl)methyl)-4H-chromen-4-one